ClC=1C=C2C(=NC(=NC2=C(C1C1=CC(=CC2=CC=CC=C12)O)F)OCC=O)N1CCN(CC1)C(=O)OC(C)(C)C tert-butyl 4-[6-chloro-8-fluoro-7-(3-hydroxy-1-naphthyl)-2-(2-oxoethoxy)quinazolin-4-yl]piperazine-1-carboxylate